N[C@H](CONC(=O)[C@H]1N2C(N([C@H](CC1)C2)OS(=O)(=O)O)=O)C (2S,5R)-N-{[(2S)-2-aminopropyl]oxy}-7-oxo-6-(sulfooxy)-1,6-diazabicyclo[3.2.1]octane-2-carboxamide